O1B(OB(OB1[C@H](CC(C)C)NC([C@H](CC1=CC=CC=C1)NC(=O)C1=NC=CN=C1)=O)[C@H](CC(C)C)NC([C@H](CC1=CC=CC=C1)NC(=O)C1=NC=CN=C1)=O)[C@H](CC(C)C)NC([C@H](CC1=CC=CC=C1)NC(=O)C1=NC=CN=C1)=O N,N',N''-(boroxin-2,4,6-triyltris{[(1R)-3-methylbutane-1,1-diyl]imino[(2S)-1-oxo-3-phenylpropane-1,2-diyl]})tripyrazine-2-carboxamide